2-Cyclohexylacetaldehyde oxime C1(CCCCC1)CC=NO